4-(2-((7-amino-2-(furan-2-yl)-[1,2,4]triazolo[1,5-a][1,3,5]triazin-5-yl)amino)ethoxy)-N-hydroxybenzamide NC1=NC(=NC=2N1N=C(N2)C=2OC=CC2)NCCOC2=CC=C(C(=O)NO)C=C2